(1R,3r)-3-((R)-1'-(7-(((R)-1-(2,4-difluorophenyl)ethyl)amino)pyrazolo[1,5-a]pyrimidin-5-yl)-[3,4'-bipiperidin]-1-yl)-1-methylcyclobutane-1-carboxylic acid FC1=C(C=CC(=C1)F)[C@@H](C)NC1=CC(=NC=2N1N=CC2)N2CCC(CC2)[C@@H]2CN(CCC2)C2CC(C2)(C(=O)O)C